((1S)-2-((6-amino-6-(methylcarbamoyl)-4,5,6,7-tetrahydrobenzo[b]thiophen-2-yl)amino)-1-cyclohexyl-2-oxoethyl)-1-methyl-1H-pyrazole-5-carboxamide NC1(CCC2=C(SC(=C2)NC([C@@H](C2CCCCC2)C2=NN(C(=C2)C(=O)N)C)=O)C1)C(NC)=O